Ethyl-5-((1-methyl-2-oxo-1,2-dihydropyridin-3-yl)amino)pyrazole C(C)C1=NNC(=C1)NC=1C(N(C=CC1)C)=O